O1C(OCC1)C1=CC2=C(C(N(C=C2C(F)(F)F)C2=CC(=CC=C2)C2(CCC2)C2=NN=CN2C)=O)N1 2-(1,3-dioxolan-2-yl)-6-[3-[1-(4-methyl-1,2,4-triazol-3-yl)cyclobutyl]phenyl]-4-(trifluoromethyl)-1H-pyrrolo[2,3-c]pyridin-7-one